C(C)(SC1=CC=C2C=CC(=NC2=C1)NCC1=CC=C(C=C1)OC)=O S-(2-((4-Methoxybenzyl)amino)quinolin-7-yl) ethanethioate